N1N=NN=C1C1=CC=C(C=C1)C=1C2=C(N=C(N1)N1[C@H](CC1)C)CCC2 (S)-4-(4-(1H-tetrazol-5-yl)phenyl)-2-(2-methylazetidin-1-yl)-6,7-dihydro-5H-cyclopenta[d]pyrimidine